(S)-3-(3-(2-(2-methylazetidin-1-yl)-6,7-dihydro-5H-cyclopenta[d]pyrimidin-4-yl)phenyl)thietane 1,1-dioxide C[C@@H]1N(CC1)C=1N=C(C2=C(N1)CCC2)C=2C=C(C=CC2)C2CS(C2)(=O)=O